Cl.CC1(NCCCC1)C 2,2-dimethylpiperidine hydrochloride